FC1=C(C=CC(=C1O)F)C1=NN=C(S1)CN1C2(CC2)C(N(C1=O)CC(F)F)=O 4-((5-(2,4-difluoro-3-hydroxyphenyl)-1,3,4-thiadiazol-2-yl)methyl)-6-(2,2-difluoroethyl)-4,6-diazaspiro[2.4]heptane-5,7-dione